C(C)OC(=O)P(=O)(OCC)OCC ethyl(diethoxyphosphoryl)formate